methyl 2-(oxetan-3-ylmethyl)-5-({[6-(trifluoromethyl) pyridin-2-yl] carbonyl} amino)-2H-indazole-6-carboxylate O1CC(C1)CN1N=C2C=C(C(=CC2=C1)NC(=O)C1=NC(=CC=C1)C(F)(F)F)C(=O)OC